ClC=1C=CC=C2C=CC=C(C12)N1CC=2N=C(N=C(C2CC1)N1C[C@@H](N(CC1)C(=O)OCC1=CC=CC=C1)CC#N)S(=O)C benzyl (2S)-4-(7-(8-chloronaphthalen-1-yl)-2-(methylsulfinyl)-5,6,7,8-tetrahydropyrido[3,4-d]pyrimidin-4-yl)-2-(cyanomethyl)piperazine-1-carboxylate